ClC1=NC=C(C(=C1)Cl)N1CCCC1 2,4-dichloro-5-pyrrolidin-1-yl-pyridine